hexyl-dihydrofuran-2(3H)-one C(CCCCC)C1C(OCC1)=O